Ethyl (5S)-2-(1-ethylpyrazol-4-yl)-5-methyl-6,7-dihydro-5H-pyrazolo[5,1-b][1,3]oxazine-3-carboxylate C(C)N1N=CC(=C1)C1=NN2C(O[C@H](CC2)C)=C1C(=O)OCC